C(C)(C)C1C=C(CC1)CC(C=O)C (+-)-3-(3-isopropyl-1-cyclopenten-1-yl)-2-methylpropanal